(1S,3aS,6aR)-2-(2-(3-fluorophenyl)-2,2-difluoroacetyl)-N-((R)-4-fluoro-3-oxo-1-((R)-2-oxopyrrolidin-3-yl)butan-2-yl)octahydrocyclopenta[c]pyrrole-1-carboxamide FC=1C=C(C=CC1)C(C(=O)N1[C@@H]([C@H]2[C@@H](C1)CCC2)C(=O)N[C@H](C[C@@H]2C(NCC2)=O)C(CF)=O)(F)F